ClC1=CC(=CC=2N=C(OC21)C=2C(=C(C=CC2)C2=C(C(=CC=C2)NC2=NC=CC=1C2=NC=CN1)C)C)CO (7-chloro-2-(2,2'-dimethyl-3'-(pyrido[3,4-b]pyrazin-5-ylamino)-[1,1-biphenyl]-3-yl)benzo[d]oxazol-5-yl)methanol